(1S,4R)-4-[(7S)-2-Benzyl-6-(methoxycarbonyl)-7-methyl-3H,6H,7H,8H,9H-imidazo[4,5-f]chinolin-3-yl]-2,2-dimethylcyclohexan C(C1=CC=CC=C1)C=1N(C=2C(=C3CC[C@@H](N(C3=CC2)C(=O)OC)C)N1)[C@H]1CC(CCC1)(C)C